N[C@@]1(CCCC2=CC(=CC=C12)Br)CO (R)-(1-amino-6-bromo-1,2,3,4-tetrahydronaphthalen-1-yl)methanol